1,2,3,4,6-Penta-O-acetyl-β-D-glucopyranose C(C)(=O)O[C@H]1[C@H](OC(C)=O)[C@@H](OC(C)=O)[C@H](OC(C)=O)[C@H](O1)COC(C)=O